C(C)(=O)C=1C=CC2=C(N(C=CN2C)C2CCNCC2)N1 6-acetyl-1-methyl-4-(piperidin-4-yl)-1,4-dihydropyrido[2,3-b]Pyrazine